C(C1=CC=CC=C1)OC[B-](F)(F)F.[K+] potassium ((benzyloxy)methyl)trifluoroborate